methyl 1-[5-[(3R)-3-amino-1,1,4-trioxo-5-[[4-(trifluoromethoxy)phenyl]methyl]-2,3-dihydro-1λ6,5-benzothiazepin-7-yl]-1,3,4-oxadiazol-2-yl]-3-azabicyclo[3.1.1]heptane-3-carboxylate N[C@H]1CS(C2=C(N(C1=O)CC1=CC=C(C=C1)OC(F)(F)F)C=C(C=C2)C2=NN=C(O2)C21CN(CC(C2)C1)C(=O)OC)(=O)=O